COC(=O)C=1C(=NN(C1)CC1=CC=C(C=C1)CCO)COC 1-(4-(2-hydroxyethyl)benzyl)-3-(methoxymethyl)-1H-pyrazole-4-carboxylic acid methyl ester